tertbutylperoxy-neodecanoate C(C)(C)(C)OOC(CCCCCC(C)(C)C)=O